tert-butyl 1-hydroxyspiro[indane-2,4'-piperidine]-1'-carboxylate OC1C2=CC=CC=C2CC12CCN(CC2)C(=O)OC(C)(C)C